C(C)(C)(C)OC(=O)NC1=NC2=CC(=CC=C2C=C1)CN(C(=O)C=1C=NC=CC1)C=1C(=NN(C1)C)C(=O)OC Methyl 4-{N-[(2-{[(tert-butoxy)carbonyl]amino}quinolin-7-yl)methyl]pyridine-3-amido}-1-methyl-1H-pyrazole-3-carboxylate